CC1(C2=CC=CC=C2N(C=2C=CC=CC12)C1=CC=C(C=C1)C1N(C(=NC(=N1)C1=CC=CC=C1)C1=CC=CC=C1)C1=CC=C(C=C1)N1C=2C=CC=CC2C(C2=CC=CC=C12)(C)C)C bis[4-(9,9-dimethyl-9,10-dihydroacridin-10-yl)phenyl]-4,6-diphenyl-1,3,5-triazin